ClC=1C=C(C=NC1C)C=1NC(C=2N(C1)N=C(C2C2CC2)C(=O)OCC)=O Ethyl 6-(5-chloro-6-methylpyridin-3-yl)-3-cyclopropyl-4-oxo-4,5-dihydropyrazolo[1,5-a]pyrazine-2-carboxylate